isopropyl-2,3,4,6-tetra-O-benzoyl-R-D-1-thiogalactopyranose sodium [Na].C(C)(C)[C@@]1(S)[C@H](OC(C2=CC=CC=C2)=O)[C@@H](OC(C2=CC=CC=C2)=O)[C@@H](OC(C2=CC=CC=C2)=O)[C@H](O1)COC(C1=CC=CC=C1)=O